tert-butyl 4-(3-fluoro-2-nitrophenyl)-3,6-dihydro-2H-pyridine-1-carboxylate FC=1C(=C(C=CC1)C=1CCN(CC1)C(=O)OC(C)(C)C)[N+](=O)[O-]